4-Methyltetrahydrofuran-3-yl(8-amino-6-(8-methyl-2,3-dihydro-1H-pyrido[2,3-b][1,4]oxazin-7-yl)isoquinolin-3-yl)carbamate CC1C(COC1)N(C([O-])=O)C=1N=CC2=C(C=C(C=C2C1)C1=C(C2=C(OCCN2)N=C1)C)N